FC1=C(C=CC=C1)N[C@H](C(=O)N[C@H](C(=O)N[C@@H](C[C@H]1C(NCC1)=O)C(COC(F)(F)F)=O)CC(C)C)COC (S)-2-((S)-2-((2-fluorophenyl)amino)-3-methoxypropanamido)-4-methyl-N-((S)-3-oxo-1-((S)-2-oxopyrrolidin-3-yl)-4-(trifluoromethoxy)butan-2-yl)pentanamide